C(C1=CC=CC=C1)OC1=CC=C(OC2=NC(=CC(=C2)C(=O)OC)C#N)C=C1 methyl 2-(4-benzyloxyphenoxy)-6-cyano-pyridine-4-carboxylate